(S)-1-((R)-8-(4'-(aminomethyl)biphenyl-3-ylsulfonyl)-1-oxa-8-azaspiro[4.5]decan-3-ylamino)-3-(3-(cyclopropylsulfonyl)phenoxy)propan-2-ol NCC1=CC=C(C=C1)C1=CC(=CC=C1)S(=O)(=O)N1CCC2(C[C@H](CO2)NC[C@@H](COC2=CC(=CC=C2)S(=O)(=O)C2CC2)O)CC1